OC(C)C1=NC=CC=C1 L-2-(1-hydroxyethyl)pyridine